3,3-difluorocyclobutyl (4-cyclobutyl-3-(3,3-dimethylcyclobut-yl)-1-methyl-1H-pyrazol-5-yl)-carbamate C1(CCC1)C=1C(=NN(C1NC(OC1CC(C1)(F)F)=O)C)C1CC(C1)(C)C